N-[3-[8-acetamido-3-(3,4-dimethoxyphenyl)imidazo[1,2-a]pyridin-6-yl]phenyl]acetamide methyl-1-(4-(1H-pyrazol-1-yl)benzyl)-4-(propan-1-yn-1-yl)-1H-indazole-7-carboxylate COC(=O)C=1C=CC(=C2C=NN(C12)CC1=CC=C(C=C1)N1N=CC=C1)C#CC.C(C)(=O)NC=1C=2N(C=C(C1)C=1C=C(C=CC1)NC(C)=O)C(=CN2)C2=CC(=C(C=C2)OC)OC